FC(C(=O)O)(F)F.CP(C)=S dimethylphosphine sulfide trifluoroacetate